benz{a}anthracene C1=CC=CC=2C1=C1C=C3C=CC=CC3=CC1=CC2